C(CCCCCCCCCCCCCCCCC)N1C(=C(C(C2=C(C=C(C=C12)OC)OC1OCCCC1)=O)OC1OCCCC1)C1=CC(=C(C=C1)OC1OCCCC1)OC N-octadecyl-2-(3-methoxy-4-tetrahydropyranyloxy-phenyl)-7-methoxy-3,5-di-tetrahydropyranyloxy-quinolin-4-one